ClC1=C(C=CC=C1)NC(=S)N 1-(2-chlorophenyl)thiourea